2-amino-1'-[5-cyano-2-[[1-(morpholinomethyl)cyclopropyl]methoxy]pyrimidin-4-yl]spiro[5,6-dihydrocyclopenta[b]thiophene-4,3'-azetidine]-3-carbonitrile NC1=C(C2=C(S1)CCC21CN(C1)C1=NC(=NC=C1C#N)OCC1(CC1)CN1CCOCC1)C#N